ClC=1C=C(C=NC1Cl)NC(=O)[C@@H]1[C@H]2[C@@H]3C[C@@H]3[C@@H]([C@@H]1C1=C(C(=NC=C1)F)F)O2 (1S,2S,4R,5R,6S,7S)-N-(5,6-dichloropyridin-3-yl)-7-(2,3-difluoropyridin-4-yl)-8-oxatricyclo[3.2.1.02,4]octane-6-carboxamide